F[C@@H]1[C@@H]([C@H]2N(C(COC=3C=CC(=C(OC=4C=CC=C(C2)C4)N3)C)=O)C1)NS(=O)(=O)CC N-[(15aS,16R,17S)-17-fluoro-7-methyl-1-oxo-1,2,15a,16,17,18-hexahydro-15H-4,8-(azeno)-14,10-(metheno)pyrrolo[1,2-d][1,12,4]dioxazacycloheptadecin-16-yl]ethanesulfonamide